C(C)(C)(C)[S@@](=O)C=1N=C2N(N1)[C@@H](C[C@@H]2F)C2=CC=CC=C2 |&1:11,13| rac-(5S,7S)-2-[(R)-tert-butylsulfinyl]-7-fluoro-5-phenyl-6,7-dihydro-5H-pyrrolo[1,2-b][1,2,4]triazole